(1S,3S,5S)-2-((4-(4-fluorophenoxy)butanoyl)glycyl)-5-methyl-2-azabicyclo[3.1.0]hexane-3-carboxylic acid FC1=CC=C(OCCCC(=O)NCC(=O)N2[C@H]3C[C@]3(C[C@H]2C(=O)O)C)C=C1